ClC=1N=C(C(=NC1C1=CC=CC=C1)C1=C(C=CC=C1)C1=NC(=CC(=N1)C1=CC=CC=C1)C1=CC=CC=C1)C1=CC=CC=C1 2-(2-(5-chloro-3,6-diphenylpyrazin-2-yl)phenyl)-4,6-diphenylpyrimidine